2-bromo-3-(((tert-butyldimethylsilyl)oxy)methyl)-4-methylpyridine BrC1=NC=CC(=C1CO[Si](C)(C)C(C)(C)C)C